COC(C1=C(C=C2C3(CC(N(C2=N1)C(=O)OC(C)(C)C)C3)F)CN3C(OCCCC3)=O)OC tert-butyl 7-(dimethoxymethyl)-4-fluoro-6-((2-oxo-1,3-oxazepan-3-yl) methyl)-3,4-dihydro-2,4-methylene-1,8-naphthyridine-1(2H)-carboxylate